(10S,13S,16R)-13-((adamantan-1-yl)methyl)-16-((S)-2-amino-3-phenylpropanamido)-2-imino-4,12,15-trioxo-1,3,5,11,14-pentaazacyclononadecane-10-carboxamide C12(CC3CC(CC(C1)C3)C2)C[C@H]2C(N[C@@H](CCCCNC(NC(NCCC[C@H](C(N2)=O)NC([C@H](CC2=CC=CC=C2)N)=O)=N)=O)C(=O)N)=O